ClC1=C(C=CC=C1)[C@H]1N(CCC1)C1=CC=C(C(=O)O)C=C1 (S)-4-(2-(2-chlorophenyl)pyrrolidin-1-yl)benzoic acid